CC(CCCO)([SiH2]C[SiH2]C=C(C)C)C 3-[dimethyl-(dimethylvinylsilylmethyl)silylmethyl]propanol